NC=1C2=C(N=CN1)N(C=C2C2=CC=C(C1=C2CCO1)NC(=O)NC1=CC(=C(C=C1)CN1CCN(CC1)CC)C(F)(F)F)C1CC1 1-(4-(4-amino-7-cyclopropyl-7H-pyrrolo[2,3-d]pyrimidin-5-yl)-2,3-dihydrobenzofuran-7-yl)-3-(4-((4-ethylpiperazin-1-yl)methyl)-3-(trifluorometh-yl)phenyl)urea